CC=1C=C(C=CC1C)C1=CC=C(C(=N1)O)C=1N[C@@]2(CN1)CS(C=C2)(=O)=O (S)-2-(6-(3,4-dimethylphenyl)-2-hydroxypyridin-3-yl)-7-thia-1,3-diazaspiro[4.4]nona-2,8-diene 7,7-dioxide